COC(=O)C1=NC(=CC(=C1)OC)Cl.NCCC[SiH2]C(O[Si](C)(C)C)O[Si](C)(C)C gamma-aminopropyl-bis(trimethyl-siloxy)methyl-silane methyl-6-chloro-4-methoxypyridine-2-carboxylate